[O-]CC.[O-]CC.[O-]CC.[OH-].[Zr+4] zirconium (IV) monohydroxide triethoxide